S1C=NC2=C1C=CC(=C2)C2=CC=C1C=C(N(C1=C2)CC2CC2)C2=NC1=C(N2C)C(=CC(=C1)C(=O)N1[C@@H]2CC[C@H](C1)[C@H]2N)OC (1R,4R,7R)-2-{2-[6-(1,3-benzothiazol-5-yl)-1-(cyclopropylmethyl)-1H-indol-2-yl]-7-methoxy-1-methyl-1H-1,3-benzodiazole-5-carbonyl}-2-azabicyclo[2.2.1]heptan-7-amine